4-(2-(5-Fluoropyridin-2-yl)-6,6-dimethyl-6,7-dihydro-4H-pyrazolo[5,1-c][1,4]oxazin-3-yl)-5-methylpyridin-2-amine FC=1C=CC(=NC1)C1=NN2C(COC(C2)(C)C)=C1C1=CC(=NC=C1C)N